4-((3,4-dihydro-2H-benzo[b][1,4]oxazin-7-yl)methyl)benzene O1C2=C(NCC1)C=CC(=C2)CC2=CC=CC=C2